β-D-fructofuranosyl monodecanoate C(CCCCCCCCC)(=O)O[C@@]1(CO)[C@@H](O)[C@H](O)[C@H](O1)CO